2-methyl-2-hydroxy-phenylketone CC1(C(C=CC=C1)C(=O)C1C(C=CC=C1)(C)O)O